2-(6-bromo-4-(1-ethoxyvinyl)-1-oxophthalazin-2(1H)-yl)acetate BrC=1C=C2C(=NN(C(C2=CC1)=O)CC(=O)[O-])C(=C)OCC